FC1(CN(CC1)C1=CC=C(C=C1)NC(C1=CC(=C(C(=C1)C=O)O)F)=O)F N-(4-(3,3-difluoropyrrolidin-1-yl)phenyl)-3-fluoro-5-formyl-4-hydroxybenzoamide